N-[2-[(2R)-2-aminopropoxy]ethyl]-2-ethyl-4-[[3-[1-(2-fluoroethyl)-3-(trifluoromethyl)pyrazol-4-yl]imidazo[1,2-a]pyrazin-8-yl]amino]benzamide N[C@@H](COCCNC(C1=C(C=C(C=C1)NC=1C=2N(C=CN1)C(=CN2)C=2C(=NN(C2)CCF)C(F)(F)F)CC)=O)C